[C@H]12[C@@H]3O[C@@H]3[C@H]([C@H](OC1)O2)OS(=O)(=O)C2=CC=C(C=C2)C.N2=CC=C(C=C2)C(=O)C2=CC=C(C=C2)OC(F)(F)F 4-pyridyl-[4-(trifluoromethoxy)phenyl]methanone (1R,2S,4S,5R,6R)-3,7,9-trioxatricyclo[4.2.1.02,4]nonan-5-yl-4-methylbenzenesulfonate